[Si](C)(C)(C(C)(C)C)OCCC(CC1=C(C(=NC=C1)C(C)C)NC(=O)NC(C1=C(N=C(C(=C1)F)Cl)Cl)=O)(F)F N-((4-(4-((tert-butyldimethylsilyl)oxy)-2,2-difluorobutyl)-2-isopropylpyridin-3-yl)carbamoyl)-2,6-dichloro-5-fluoronicotinamide